FC(C)(F)C1=CC=C(C=C1)C(C)O 1-(4-(1,1-difluoroethyl)phenyl)ethan-1-ol